(octylphenyl)diphenyl-sulfonium C(CCCCCCC)C1=C(C=CC=C1)[S+](C1=CC=CC=C1)C1=CC=CC=C1